[N+](=O)([O-])C1=CC=C(C=C1)SC1CCN(CC1)C(=O)OC(C)(C)C Tert-butyl 4-(4-nitrophenyl)sulfanylpiperidine-1-carboxylate